C1CCCC1 cyclopentaane